C1N(C[C@@H]2[C@H]1CNC2)C2=NC(=NC=C2)C#N 4-((3aR,6aS)-Hexahydropyrrolo[3,4-c]pyrrol-2(1H)-yl)pyrimidine-2-carbonitrile